isopropyl 2-((5-acrylamido-6-((2-(dimethylamino)ethyl)(methyl)amino)-2-methoxypyridin-3-yl)amino)-4-(3,3,5-trimethyl-2,3-dihydro-1H-pyrrolo[3,2-b]pyridin-1-yl)pyrimidine-5-carboxylate C(C=C)(=O)NC=1C=C(C(=NC1N(C)CCN(C)C)OC)NC1=NC=C(C(=N1)N1CC(C2=NC(=CC=C21)C)(C)C)C(=O)OC(C)C